[Na+].OCC(O)COP(=O)(O)OC[C@H](N)C(=O)[O-] glycero-3-phospho-L-serine sodium salt